1-[4-(3'-Methyl-biphenyl-2-sulfonyl)-phenyl]-3-pyridin-4-ylmethyl-urea CC=1C=C(C=CC1)C=1C(=CC=CC1)S(=O)(=O)C1=CC=C(C=C1)NC(=O)NCC1=CC=NC=C1